5-[4-[3-(piperidine-1-carbonyl)pyrazolo[1,5-a]pyridin-7-yl]phenyl]pyrimidine-2-carbonitrile N1(CCCCC1)C(=O)C=1C=NN2C1C=CC=C2C2=CC=C(C=C2)C=2C=NC(=NC2)C#N